FC=1C=C(C=CC1C(F)(F)F)C(=O)N1CCC(CC1)C1=NOC(=C1)NCCOC [3-fluoro-4-(trifluoromethyl)phenyl]-[4-[5-(2-methoxyethylamino)isoxazol-3-yl]-1-piperidyl]methanone